2,2',3,3',4,4',5,5'-octamethylferrocenium tetrafluoroborate F[B-](F)(F)F.CC=1CC(=C(C1C)C)C.[CH-]1C(=C(C(=C1C)C)C)C.[Fe+2]